Methyl 4-[(1S)-1-[[4-[2-(cyclohexylmethoxy)-4-pyridyl]tetrahydropyran-4-carbonyl]amino]ethyl]benzoate C1(CCCCC1)COC1=NC=CC(=C1)C1(CCOCC1)C(=O)N[C@@H](C)C1=CC=C(C(=O)OC)C=C1